2-(3-fluoro-5-(pentafluoro-λ6-sulfaneyl)phenyl)acetic acid FC=1C=C(C=C(C1)S(F)(F)(F)(F)F)CC(=O)O